tert-butyl (S)-7-(2-(2,6-dioxopiperidin-3-yl)-1,4-dioxo-1,2,3,4-tetrahydro-5H-pyrrolo[3,4-c]pyridin-5-yl)-2-azaspiro[3.5]nonane-2-carboxylate O=C1NC(CC[C@@H]1N1CC=2C(N(C=CC2C1=O)C1CCC2(CN(C2)C(=O)OC(C)(C)C)CC1)=O)=O